BrC=1C(=NC=C(C1)F)NC(=O)[C@H]1N(C[C@@H](C1)F)C(=O)OC(C)(C)C tert-butyl (2S,4R)-2-((3-bromo-5-fluoropyridin-2-yl) carbamoyl)-4-fluoropyrrolidine-1-carboxylate